N1(CCCCC1)C=1N([C@H]2[C@H](O)[C@H](O)[C@@H](CO)O2)C=2N=CN=C(C2N1)N 8-piperidinyladenosine